C(C)(C)(C)[Si](OCC1=C(C=C(C=O)C=C1)C)(C1=CC=CC=C1)C1=CC=CC=C1 4-[[tert-butyl-(diphenyl)silyl]oxymethyl]-3-methyl-benzaldehyde